CC1=C(C2=C([C@H]3N(C[C@@H](O2)C3)C(=O)C32CCC(CC3)(C2)C(F)(F)F)C=N1)C#N (2S,5S)-8-methyl-4-(4-(trifluoromethyl)bicyclo[2.2.1]heptane-1-carbonyl)-2,3,4,5-tetrahydro-2,5-methanopyrido[3,4-f](1,4)oxazepine-9-carbonitrile